gamma-(2-aminoethyl)-3-aminopropylmethyldimethoxysilane NCCC(CC[Si](OC)(OC)C)N